6-fluoro-3-[6-[4-[(4-fluoro-4-piperidinyl)methyl]-1-piperidinyl]pyrimidin-4-yl]-5-(1-methylcyclopropoxy)-2H-indazole FC=1C(=CC2=C(NN=C2C1)C1=NC=NC(=C1)N1CCC(CC1)CC1(CCNCC1)F)OC1(CC1)C